FC(OC1=NC(=C(C=C1F)[N+](=O)[O-])OC)F 2-(Difluoromethoxy)-3-fluoro-6-methoxy-5-nitropyridine